3-(4-((R)-3-(5-amino-9-fluoro-7-methoxy-[1,2,4]triazolo[1,5-c]quinazolin-2-yl)piperidin-1-yl)-5-methyl-1H-pyrazol-1-yl)butan-2-ol NC1=NC=2C(=CC(=CC2C=2N1N=C(N2)[C@H]2CN(CCC2)C=2C=NN(C2C)C(C(C)O)C)F)OC